FC(OC1=NC=C(C(=O)NCC2=C(C=CC3=C2N(C=N3)C)C)C=C1F)F 6-(difluoromethoxy)-N-((1,6-dimethyl-1H-benzimidazol-7-yl)methyl)-5-fluoronicotinamide